ClC1=CC=C2C(=CC=NC2=C1)NC1=CC(=NC=C1)N1CCN(CC1)C 7-chloro-N-(2-(4-methylpiperazin-1-yl)pyridin-4-yl)quinolin-4-amine